((S)-1-(4-fluorophenyl)-3,4-dihydroisoquinolin-2(1H)-yl)((4ar,7r,8as)-1-methylbenzenesulfonyl-octahydro-2H-pyrano[3,4-b]pyrazin-7-yl)methanone FC1=CC=C(C=C1)[C@@H]1N(CCC2=CC=CC=C12)C(=O)[C@H]1C[C@H]2[C@@H](NCCN2S(=O)(=O)C2(CC=CC=C2)C)CO1